CN(C1CN(CC1)C(=O)C1=CC=2N=C(N=C(C2S1)N1CCOCC1)N1N=C(C=C1)C=1C=C(C=CC1)C)C (3-(dimethylamino)pyrrolidin-1-yl)(4-morpholino-2-(3-(m-tolyl)-1H-pyrazol-1-yl)thieno[3,2-d]pyrimidin-6-yl)methanone